BrC=1C=C2N([C@@H](C(N(C2=CC1)C)=O)C)C1CCC1 (R)-6-bromo-4-cyclobutyl-1,3-dimethyl-3,4-dihydroquinoxalin-2(1H)-one